4-(2-((3-amino-6-(2-hydroxyphenyl)pyridazin-4-yl)oxy)ethyl)-N-methylbenzamide NC=1N=NC(=CC1OCCC1=CC=C(C(=O)NC)C=C1)C1=C(C=CC=C1)O